C[C@@H]1CN(CCO1)C(C#N)(C)C=1C=C2C(NCC2=C(C1)C(F)(F)F)=O 2-[(2R)-2-methylmorpholin-4-yl]-2-[3-oxo-7-(trifluoromethyl)-1,2-dihydroisoindol-5-yl]Propionitrile